tetramethyl ((5-((bis(2-hydroxyethyl)amino)methyl)-1,3-phenylene)bis(ethane-2,1-diyl))bis(phosphonate) OCCN(CCO)CC=1C=C(C=C(C1)CCP(OC)(OC)=O)CCP(OC)(OC)=O